CN1C(=NN=C1)C1CCN(CC1)C1=C(C#N)C=CC=C1C1=CN(C(C=C1)=C=O)C 2-(4-(4-methyl-4H-1,2,4-triazol-3-yl)piperidin-1-yl)-3-(1-methyl-6-carbonyl-1,6-dihydropyridin-3-yl)benzonitrile